BrC1=CC(=C(C=C1C)NC1=CC=C2C(=N1)CCC2)C N-(4-bromo-2,5-dimethylphenyl)-5H,6H,7H-cyclopenta[b]pyridin-2-amine